(1s,4r)-4-(3-bromoanilino)-6'-methoxy-2',3'-dihydrospiro[cyclohexane-1,1'-indene]-4-carboxylic acid BrC=1C=C(NC2(CCC3(CCC4=CC=C(C=C34)OC)CC2)C(=O)O)C=CC1